tert-butyl 4-(5-[(5-chlorothiophen-2-yl)methyl] amino-1H-pyrazol-3-yl)piperidine-1-carboxylate ClC1=CC=C(S1)CNC1=CC(=NN1)C1CCN(CC1)C(=O)OC(C)(C)C